NC=1C2=C(N=CN1)N(C=C2C2=CC=C(C=1N2C=CN1)NC(=O)NC1=CC(=C(C=C1)CN1CCN(CC1)C)C(F)(F)F)C1CC(C1)O 1-(5-(4-amino-7-(3-hydroxycyclobutyl)-7H-pyrrolo[2,3-d]pyrimidin-5-yl)imidazo[1,2-a]pyridin-8-yl)-3-(4-((4-methylpiperazin-1-yl)methyl)-3-(trifluoromethyl)phenyl)urea